C(O)(=O)OC1CC(C1)C1=NC=CC2=C1N=CS2 (1s,3s)-3-(thiazolo[4,5-c]pyridin-4-yl)cyclobutan-1-ol carbonate